tert-butyl (1-(((8-fluoro-2-(((2R,7aS)-2-fluorotetrahydro-1H-pyrrolizin-7a(5H)-yl)methoxy)-7-(3-hydroxynaphthalen-1-yl)pyrido[4,3-d]pyrimidin-4-yl)amino)methyl)cyclobutyl)carbamate FC1=C(N=CC2=C1N=C(N=C2NCC2(CCC2)NC(OC(C)(C)C)=O)OC[C@]21CCCN1C[C@@H](C2)F)C2=CC(=CC1=CC=CC=C21)O